7-bromo-2-(2-chlorophenyl)benzo[d]imidazo[2,1-b]thiazole BrC1=CC2=C(N3C(S2)=NC(=C3)C3=C(C=CC=C3)Cl)C=C1